BrC1=CC=C(C=C1)[C@](C)(C#C)C=1N=C(SC1)NC(=O)N (S)-1-(4-(2-(4-bromophenyl)but-3-yn-2-yl)thiazol-2-yl)urea